C(C1=CC=CC=C1)N1C(=NC2=C1C=CC(=C2)OC(C)C)C2=C(C=C(C=C2)O[C@H]2CCN(CCC2)C)Cl (R)-1-benzyl-2-(2-chloro-4-((1-methylazepan-4-yl)oxy)phenyl)-5-isopropoxy-1H-benzo[d]imidazole